lithium 2-(((2S,5R)-2-carbamoyl-3-cyclopropyl-7-oxo-1,6-diazabicyclo[3.2.1]oct-3-en-6-yl) oxy)-2-fluoroacetate C(N)(=O)[C@H]1N2C(N([C@H](C=C1C1CC1)C2)OC(C(=O)[O-])F)=O.[Li+]